3-(2-iodoethoxy)-2,2-dimethylpropanenitrile ICCOCC(C#N)(C)C